C(C1=CC=CC=C1)OCCC1=C(C(=O)[O-])C=CC=C1 2-[2-(benzyloxy)ethyl]benzoate